1-(4-(2-(4-ethoxyphenyl)propan-2-yl)thiazol-2-yl)-3-((2-(piperazin-1-yl)pyrimidin-5-yl)methyl)urea C(C)OC1=CC=C(C=C1)C(C)(C)C=1N=C(SC1)NC(=O)NCC=1C=NC(=NC1)N1CCNCC1